(E)-2-cyano-N-(1-(4-fluorophenyl)ethyl)-3-(1H-pyrrolo[2,3-b]pyridin-3-yl)acrylamide C(#N)/C(/C(=O)NC(C)C1=CC=C(C=C1)F)=C\C1=CNC2=NC=CC=C21